3-methyl-2-butene CC(=CC)C